10,13-dimethyl-3-oxohexadecahydro-1H-cyclopenta[a]phenanthren-17-yl acetate C(C)(=O)OC1CCC2C3CCC4CC(CCC4(C3CCC12C)C)=O